methyl (3R)-8-bromo-3-(tert-butoxycarbonylamino)-5-[(4-chlorophenyl)methyl]-4-oxo-2,3-dihydro-1,5-benzothiazepine-7-carboxylate BrC1=CC2=C(N(C([C@H](CS2)NC(=O)OC(C)(C)C)=O)CC2=CC=C(C=C2)Cl)C=C1C(=O)OC